[Cl-].C(=CC1=CC=CC=C1)N1CN(C=C1)CCCC 1-styryl-3-butyl-imidazole chloride